4-(2-(4-(5-chloro-2-(1H-tetrazol-1-yl)phenyl)-2,5-dioxapiperazin-1-yl)-3-phenylpropionamido)-N-methylbenzamide ClC=1C=CC(=C(C1)N1CON(CO1)C(C(=O)NC1=CC=C(C(=O)NC)C=C1)CC1=CC=CC=C1)N1N=NN=C1